tert-butyl 4-(5-(4-(trifluoromethyl)benzoyl)-1H-pyrazol-1-yl)piperidine-1-carboxylate FC(C1=CC=C(C(=O)C2=CC=NN2C2CCN(CC2)C(=O)OC(C)(C)C)C=C1)(F)F